ClC1=NC=2N(C(C=NC2C=N1)=O)CC1=CC=C(C=C1)C=1N(C=C(N1)C(F)(F)F)C 2-chloro-8-({4-[1-methyl-4-(trifluoromethyl)imidazol-2-yl]phenyl}methyl)pteridin-7-one